1-methoxy-10-phenylacridine bromide salt [Br-].COC1=CC=CC=2N(C3=CC=CC=C3CC12)C1=CC=CC=C1